ClC1=C(C=CC(=C1)Cl)C1OC[C@H]([C@H](O1)[C@@H](C[NH+]1[C@@H]([C@H]([C@@H](C1)O)O)CO)O)O (1S,2R,3R,4R)-1-((2R)-2-((4R,5R)-2-(2,4-dichlorophenyl)-5-hydroxy-1,3-dioxan-4-yl)-2-hydroxyethyl)-3,4-dihydroxy-2-(hydroxymethyl)pyrrolidin-1-ium